2-chloro-5-methyl-N-(4-(1-((2-(trimethylsilyl)ethoxy)methyl)-1H-pyrazole-4-yl)phenyl)pyrimidin-4-amine ClC1=NC=C(C(=N1)NC1=CC=C(C=C1)C=1C=NN(C1)COCC[Si](C)(C)C)C